3-phenyl-2-propenol C1(=CC=CC=C1)C=CCO